2-ethyl-4-isobutylfuran C(C)C=1OC=C(C1)CC(C)C